C(C)(C)(C)OC(=O)NC1=NC=C(C(=C1)OC1=C(C=C(C=C1)NC1=NC=CC=C1C(=O)O)F)Cl 2-[(4-[(2-{[(tert-Butoxy)carbonyl]amino}-5-chloropyridin-4-yl)oxy]-3-fluorophenyl)amino]pyridine-3-carboxylic acid